tert-butyl ((3S,4S)-8-(5-((2-amino-3-chloropyridin-4-yl)thio)-3-((methoxymethoxy)methyl)-6-methylpyrazin-2-yl)-3-methyl-2-oxa-8-azaspiro[4.5]decan-4-yl)carbamate NC1=NC=CC(=C1Cl)SC=1N=C(C(=NC1C)N1CCC2([C@@H]([C@@H](OC2)C)NC(OC(C)(C)C)=O)CC1)COCOC